N-hydroxy-2-(3-(methylsulfonyl)-4-((1-(methylsulfonyl)piperidin-4-yl)methoxy)benzyl)isoindoline-5-carboxamidine ONC(=N)C=1C=C2CN(CC2=CC1)CC1=CC(=C(C=C1)OCC1CCN(CC1)S(=O)(=O)C)S(=O)(=O)C